(R)-1-fluoro-N-((6S,7S)-5-((R,S)-oxetane-2-carbonyl)-6-((2,3',5'-trifluoro-[1,1'-biphenyl]-3-yl)methyl)-5-azaspiro[2.4]heptan-7-yl)ethane-1-sulfonamide F[C@@H](C)S(=O)(=O)N[C@@H]1[C@@H](N(CC12CC2)C(=O)[C@@H]2OCC2)CC=2C(=C(C=CC2)C2=CC(=CC(=C2)F)F)F